BrC1=CC=C(C=C1)C=1N=C(SC1)NC(C1=C(C=C(C=C1)F)NS(=O)(=O)C1=C(C=C(C=C1)[N+](=O)[O-])Cl)=O N-(4-(4-bromophenyl)thiazol-2-yl)-2-((2-chloro-4-nitrophenyl)sulfonamido)-4-fluorobenzamide